cholesteryl 6-O-palmitoyl-β-D-galactopyranoside CCCCCCCCCCCCCCCC(=O)OC[C@@H]1[C@@H]([C@@H]([C@H]([C@@H](O1)O[C@H]2CC[C@@]3([C@H]4CC[C@]5([C@H]([C@@H]4CC=C3C2)CC[C@@H]5[C@H](C)CCCC(C)C)C)C)O)O)O